FC1=CC=C(C=C1)[C@@H](C1CCN(CC1)C(=O)N1C[C@@H]2[C@@H](OCC(N2)=O)CC1)C1=CC=CC=C1 |o1:7| (4aR,8aS)-6-(4-((S or R)-(4-Fluorophenyl)(phenyl)methyl)piperidine-1-carbonyl)hexahydro-2H-pyrido[4,3-b][1,4]oxazin-3(4H)-one